C(CCCCCCCCCCC)(=O)OC(CCCCCCCCCCC)=O lauric acid anhydride